C(C=C)NC(C(CC[C@@H](C(=O)NC=1C(N(C=CC1)CC(=O)NC1C2CC3CC(CC1C3)C2)=O)NC(=O)C=2OC3=C(C2)C=CC=C3)=O)=O (S)-N1-allyl-5-(benzofuran-2-carboxamido)-N6-(1-(2-(2-adamantylamino)-2-oxoethyl)-2-oxo-1,2-dihydropyridin-3-yl)-2-oxohexanediamide